FC1=CC=C2C(=CNC(C2=C1F)=O)C(C)N(C(=O)NC1=CC(=C(C=C1)F)Cl)CC 1-(1-(7,8-difluoro-1-oxo-1,2-dihydroisoquinolin-4-yl)ethyl)-3-(3-chloro-4-fluorophenyl)-1-ethylurea